C(C)C=1C(=CC=C2C=C(C=C(C12)C1=C(C=2N=C(N=C(C2C=N1)N1C[C@@H](CCC1)S(=O)(=O)N)OC[C@]12CCCN2C[C@@H](C1)F)F)O)F (R)-1-(7-(8-Ethyl-7-fluoro-3-hydroxynaphthalen-1-yl)-8-fluoro-2-(((2R,7aS)-2-fluorotetrahydro-1H-pyrrolizin-7a(5H)-yl)methoxy)pyrido[4,3-d]pyrimidin-4-yl)piperidine-3-sulfonamide